C(C(C)C)(=O)OC=1C(=NC=CC1OC)C(N[C@@H](C)C1=NOC(=N1)C1C(C1C1=CC=CC=C1)C1=CC=CC=C1)=O 2-(((1S)-1-(5-(2,3-diphenylcyclopropyl)-1,2,4-oxadiazol-3-yl)ethyl)carbamoyl)-4-methoxypyridin-3-yl isobutyrate